(2S,3R)-N-((1,3,4-oxadiazol-2-yl)methyl)-3-hydroxy-2-(1-oxo-2,5-diazaspiro[3.4]octan-2-yl)butanamide O1C(=NN=C1)CNC([C@H]([C@@H](C)O)N1C(C2(C1)NCCC2)=O)=O